1,1'-Hexamethylen-bis[5-(4-chlorophenyl)biguanid] ClC1=CC=C(C=C1)NC(NC(NCCCCCCNC(=N)NC(=N)NC1=CC=C(C=C1)Cl)=N)=N